5-hydroxy-N-methoxy-4-(3-methyl-1H-indol-2-yl)-2-carbonyl-5-pentyl-2,5-dihydrofuran-3-carboxamide OC1(C(=C(C(O1)=C=O)C(=O)NOC)C=1NC2=CC=CC=C2C1C)CCCCC